4-(5-(4-(2-oxopyrrolidin-1-yl)phenyl)pyridin-3-yl)-N-(pyridin-3-yl)-1H-pyrrolo[2,3-b]pyridine-2-carboxamide O=C1N(CCC1)C1=CC=C(C=C1)C=1C=C(C=NC1)C1=C2C(=NC=C1)NC(=C2)C(=O)NC=2C=NC=CC2